ClC=1C=CC=C2C(=CC(=C(C12)/N=C/N(C)C)C(=O)C=1C2=CN(N=C2C(=CC1)F)C1OCCCC1)I (E)-N'-[8-chloro-2-[7-fluoro-2-(oxan-2-yl)indazole-4-carbonyl]-4-iodonaphthalen-1-yl]-N,N-dimethylmethanimidamide